C(#N)C(CS[NH-])C1CCCCC1 2-cyano-N-cyclohexylethylthioamide